CC=1C=C(CNC2=CN=C3N(C2=O)[C@@H](CC3)C(=O)NCC3=CC(=NC=C3)C)C=C(C1)C (S)-3-((3,5-DIMETHYLBENZYL)AMINO)-N-((2-METHYLPYRIDIN-4-YL)METHYL)-4-OXO-4,6,7,8-TETRAHYDROPYRROLO[1,2-A]PYRIMIDINE-6-CARBOXAMIDE